N2-(cyclopropylmethyl)-6-(6-(1,1-difluoroethyl)pyridin-2-yl)-N4-(2-(trifluoromethyl)pyridin-4-yl)-1,3,5-triazine-2,4-diamine C1(CC1)CNC1=NC(=NC(=N1)NC1=CC(=NC=C1)C(F)(F)F)C1=NC(=CC=C1)C(C)(F)F